N1(C=NC2=C1C=CC=C2)C2=NC(=NC=C2C(F)(F)F)N[C@@H]2CNC(CC2)(C)C (S)-4-(1H-benzo[d]imidazol-1-yl)-N-(6,6-dimethylpiperidin-3-yl)-5-(trifluoromethyl)pyrimidin-2-amine